FC(OC1=CC=C2C3(CN(C2=C1)C(C)=O)CC3)(F)F 1-(6'-(trifluoromethoxy)spiro[cyclopropane-1,3'-indolin]-1'-yl)ethan-1-one